4-cyclopropyl-methyl-naphthalene C1(CC1)C1=CC=C(C2=CC=CC=C12)C